bromo-resorcinol BrC1=C(O)C=CC=C1O